dimethylammonium chloride phosphate sodium [Na+].P(=O)([O-])(O)O.[Cl-].C[NH2+]C